O=C1NC(CCC1N1C(C2=CC=CC(=C2C1=O)NCC=1N=CN(C1)CC(=O)N)=O)=O 2-(4-(((2-(2,6-dioxopiperidin-3-yl)-1,3-dioxoisoindolin-4-yl)amino)methyl)-1H-imidazol-1-yl)acetamide